C(CC)(=O)N([C@@H](CCSC)C(=O)O)O propionylhydroxylmethionine